FC1=CC(=C(OC=2C(N(C=CC2C=2C3=C(C(N(C2)C)=O)NC(=C3)C(=O)NCC(F)(F)F)C)=O)C(=C1)C)C 4-(3-(4-fluoro-2,6-dimethylphenoxy)-1-methyl-2-oxo-1,2-dihydropyridin-4-yl)-6-methyl-7-oxo-N-(2,2,2-trifluoroethyl)-6,7-dihydro-1H-pyrrolo[2,3-c]pyridine-2-carboxamide